ClC=1N(C2=C(C(=CC=C2C1SC=1C(=C(C(=O)O)C=CC1)F)Cl)F)C=1C=NN(C1)C(C)C 3-((2,6-dichloro-7-fluoro-1-(1-isopropyl-1H-pyrazol-4-yl)-1H-indol-3-yl)thio)-2-fluorobenzoic acid